COC1CC(C1)CN[C@H]1[C@@H](CCCC1)OC=1C=C2CN(C(C2=CC1)=O)C1C(NC(CC1)=O)=O 3-(5-(((1R,2R)-2-(((3-methoxycyclobutyl)methyl)amino)cyclohexyl)oxy)-1-oxoisoindolin-2-yl)piperidine-2,6-dione